FC=1C(=CC(N(C1)CC[C@](C(=O)OCC)(S(=O)(=O)C)C)=O)I ethyl (2R)-4-(5-fluoro-4-iodo-2-oxopyridin-1(2H)-yl)-2-methyl-2-(methylsulfonyl)butanoate